(S)-1-((5-((3-cyanobenzyl)oxy)-7-((2-methyl-[1,1'-biphenyl]-3-yl)methoxy)-2,3-dihydro-1H-inden-4-yl)methyl)piperidine-2-carboxylic acid C(#N)C=1C=C(COC=2C(=C3CCCC3=C(C2)OCC=2C(=C(C=CC2)C2=CC=CC=C2)C)CN2[C@@H](CCCC2)C(=O)O)C=CC1